CC1=NC(=CC(=C1)C=1C=C(C=CC1)C1=C(C(=NC(=C1)N1C2=CC=C(C=C2C=2C=C(C=CC12)C1=CC=CC=C1)C1=CC=CC=C1)N1C2=CC=C(C=C2C=2C=C(C=CC12)C1=CC=CC=C1)C1=CC=CC=C1)N1C2=CC=C(C=C2C=2C=C(C=CC12)C1=CC=CC=C1)C1=CC=CC=C1)C 9,9',9''-(4-(3-(2,6-dimethylpyridin-4-yl)phenyl)pyridine-2,3,6-triyl)tris(3,6-diphenyl-9H-carbazole)